3-chloro-4,5-difluoroaniline ClC=1C=C(N)C=C(C1F)F